C1COCC=2C(NC=3CCCC(C3C21)=O)=O 1,2,4,7,8,9-hexahydro-5H-pyrano[3,4-c]quinoline-5,10(6H)-dione